[Cl-].C(CCCCCCCCCCCCCCCCCCCCC)[N+](CC)(CC)CC behenyl-triethyl-ammonium chloride